FC(C1=CC=C(CN2CC(N(CC2)CC2=CC=C(OC(C(=O)OCC)(C)C)C=C2)C)C=C1)(F)F Ethyl 2-(4-((4-(4-(trifluoromethyl)benzyl)-2-methylpiperazin-1-yl)methyl)phenoxy)-2-methylpropanoate